C(#N)[C@H]1N(CC(C1)(F)F)C(CNC(=O)C1=CC=NC2=CC=C(C=C12)/C=C/C1=CC=C(OCCCN2CCN(CC2)C(CNC(OC(C)(C)C)=O)=O)C=C1)=O (S,E)-tert-butyl 2-(4-(3-(4-(2-(4-(2-(2-cyano-4,4-difluoropyrrolidin-1-yl)-2-oxoethylcarbamoyl)quinolin-6-yl)vinyl)phenoxy)propyl)piperazin-1-yl)-2-oxoethylcarbamate